N-[1-[5-bromo-2-[5-(2,2-difluoroethoxy)-2-pyridyl]-1,2,4-triazol-3-yl]ethyl]-2-(1-cyanocyclopropyl)-6-(trifluoromethyl)pyridine-4-carboxamide BrC=1N=C(N(N1)C1=NC=C(C=C1)OCC(F)F)C(C)NC(=O)C1=CC(=NC(=C1)C(F)(F)F)C1(CC1)C#N